NC1=CC=C(C=C1)C(CN1CCCCC1)(C1=CC=C(C=C1)N)C1=CC=C(C=C1)N [2-(4-aminophenyl)bis-(4-aminophenyl)ethyl]piperidine